(3S)-1-[2-[2-(8-chloro-4-oxo-chromen-2-yl)-5-isobutoxy-phenoxy]ethyl]pyrrolidine-3-carboxylic acid ClC=1C=CC=C2C(C=C(OC12)C1=C(OCCN2C[C@H](CC2)C(=O)O)C=C(C=C1)OCC(C)C)=O